1-{5-[(5-chloro-2-fluorobenzyl)oxy]-1-(cyclohexylmethyl)-1H-pyrazol-3-yl}-N-methylmethanamine ClC=1C=CC(=C(COC2=CC(=NN2CC2CCCCC2)CNC)C1)F